3-amino-1-((3S,4S)-1-(imidazo[1,5-a]pyridine-8-carbonyl)-4-phenylpiperidin-3-yl)pyrrolidin-2-one NC1C(N(CC1)[C@@H]1CN(CC[C@H]1C1=CC=CC=C1)C(=O)C=1C=2N(C=CC1)C=NC2)=O